5-nitrobenzoic acid tert-butyl ester C(C)(C)(C)OC(C1=CC=CC(=C1)[N+](=O)[O-])=O